2-(tert-butyl)-1'-(3-(ethylamino)-8-methylquinoline-6-carbonyl)-5H-spiro[benzo[d]thiazole-6,4'-piperidin]-4(7H)-one C(C)(C)(C)C=1SC2=C(N1)C(CC1(CCN(CC1)C(=O)C=1C=C3C=C(C=NC3=C(C1)C)NCC)C2)=O